2-amino-1-(2-chloro-3-fluorophenyl)pentan-1-ol NC(C(O)C1=C(C(=CC=C1)F)Cl)CCC